diphenyl-sulfonium (4-methacryloyl-1,1,2-trifluorobutanesulfonate) C(C(=C)C)(=O)CCC(C(S(=O)(=O)[O-])(F)F)F.C1(=CC=CC=C1)[SH+]C1=CC=CC=C1